O=C1N(C(CC1)=O)C1=NC=2N(C=C1)N=C(C2C(=O)O)N.BrC2=C(C=CC(=C2)C2(CC2)OC)OC 2-bromo-1-methoxy-4-(1-methoxycyclopropyl)benzene 2,5-dioxopyrrolidin-1-yl-2-aminopyrazolo[1,5-a]pyrimidine-3-carboxylate